(4-(5-(2,5-difluorobenzyl)-1H-pyrazolo[3,4-b]pyridin-3-yl)phenyl)(piperazin-1-yl)methanone FC1=C(CC=2C=C3C(=NC2)NN=C3C3=CC=C(C=C3)C(=O)N3CCNCC3)C=C(C=C1)F